BrC1=CC2=C(C(=N1)NC=1C(=C(C(=C(C(=O)NCC(F)F)C1)C)F)F)N(C=N2)C(C)C 5-((6-bromo-3-isopropyl-3H-imidazo[4,5-c]pyridin-4-yl)amino)-N-(2,2-difluoroethyl)-3,4-difluoro-2-methylbenzamide